4-((1S,2R)-2-aminocyclopropyl)-N-(5-methyl-1,3,4-thiadiazol-2-yl)thiophene-2-carboxamide N[C@H]1[C@@H](C1)C=1C=C(SC1)C(=O)NC=1SC(=NN1)C